1-(piperidin-4-yl)cyclopropanecarboxylic acid hydrochloride Cl.N1CCC(CC1)C1(CC1)C(=O)O